1-(4-(4-(5-(2,6-difluorophenyl)-4,5-dihydroisoxazol-3-yl)thiazol-2-yl)piperidin-1-yl)-2-((2-(trifluoromethyl)pyrimidin-4-yl)oxy)ethan-1-one FC1=C(C(=CC=C1)F)C1CC(=NO1)C=1N=C(SC1)C1CCN(CC1)C(COC1=NC(=NC=C1)C(F)(F)F)=O